(2-(naphthalen-1-yl)-2-thiocyanovinyl) (phenyl) selenoether C1(=CC=CC=C1)[Se]C=C(SC#N)C1=CC=CC2=CC=CC=C12